C1=CC=C2C(=C1)C=CC(=N2)N Quinolimine